C(#N)C1=C(C(=C(C=C1)N1C(N(C(C1=O)(C)C)CCCC(=O)NC1=NC=CC=N1)=S)F)SC 4-[3-(4-cyano-2-fluoro-3-methylthio-phenyl)-5,5-dimethyl-4-oxo-2-thioxo-imidazolidin-1-yl]-N-pyrimidin-2-yl-butyramide